6-(1H-imidazol-1-yl)-2-pyridinecarboxylic acid N1(C=NC=C1)C1=CC=CC(=N1)C(=O)O